O(C1=CC=CC=C1)C1=CC=C(C=C1)N1C=NC2=C1C=CC=C2 1-(4-phenoxyphenyl)-1H-benzo[d]imidazole